C1(CCC2=CC=CC=C12)N dihydro-1H-inden-1-amine